[Al+3].[F-].[F-].[F-] fluoride compound with aluminium